COC1=CC=C(C(C2=CC=C(C=C2)OC)(C2=CC=CC=C2)[C@@]2([C@H](OC)[C@H](O)[C@@H](CO)O2)N2C(=O)NC(=O)C=C2)C=C1 (4,4'-dimethoxytrityl)-2'-O-methyl-uridine